C(C)OCCOCCOC1=CC=C(C=C1)N1C2=CC=CC=C2C=2C=CC=CC12 9-(4-(2-(2-ethoxyethoxy)ethoxy)phenyl)-9H-carbazole